(1R,3S,5R)-2-(2-(3-acetyl-7-methyl-5-(2-methylpyrimidin-5-yl)-1H-indazol-1-yl)acetyl)-5-methyl-N-((R)-2,2,2-trifluoro-1-phenylethyl)-2-azabicyclo[3.1.0]hexane-3-carboxamide C(C)(=O)C1=NN(C2=C(C=C(C=C12)C=1C=NC(=NC1)C)C)CC(=O)N1[C@@H]2C[C@@]2(C[C@H]1C(=O)N[C@@H](C(F)(F)F)C1=CC=CC=C1)C